NC=1C(=NSC1C(=O)OC)C(C)C METHYL 4-AMINO-3-ISOPROPYL-1,2-THIAZOLE-5-CARBOXYLATE